4-chloro-2,9-diphenyl-1,10-phenanthroline ClC1=CC(=NC2=C3N=C(C=CC3=CC=C12)C1=CC=CC=C1)C1=CC=CC=C1